(3R)-N-[5-[2-[2-[tert-butyl-(dimethyl)silyl]oxyethylamino]ethoxy]-2,6-dichloro-pyrimidin-4-yl]-2,3,4,9-tetrahydro-1H-carbazol-3-amine C(C)(C)(C)[Si](OCCNCCOC=1C(=NC(=NC1Cl)Cl)N[C@@H]1CCC=2NC3=CC=CC=C3C2C1)(C)C